O[C@H]1CCCCC=2C1=NC=CC2 (S)-9-hydroxy-6,7,8,9-tetrahydro-5H-cyclohepta[b]pyridine